cis-(N,N-diethylcarbamoyl)methoxycarbonyl-oxirane C(C)N(C(=O)COC(=O)C1OC1)CC